6-methyl-N-(2-((R)-9-(pyridin-2-yl)-6-oxaspiro[4.5]decan-9-yl)ethyl)-5,6-dihydro-4H-pyrrolo[1,2-b]pyrazol-4-amine CC1CC(C=2N1N=CC2)NCC[C@]2(CCOC1(CCCC1)C2)C2=NC=CC=C2